C(C)(C)(C)OC(NCCOC1CCNCC1)=O N-[2-(4-piperidinyloxy)ethyl]carbamic acid tert-butyl ester